N-(2,2-dimethyl-6-(4-((5-methyl-1,3,4-oxadiazol-2-yl)methyl)piperazin-1-yl)-2,3-dihydrobenzofuran-5-yl)pyrazolo[1,5-a]pyrimidine-3-carboxamide CC1(OC2=C(C1)C=C(C(=C2)N2CCN(CC2)CC=2OC(=NN2)C)NC(=O)C=2C=NN1C2N=CC=C1)C